9-(2-bromophenyl)-2-phenyl-9H-carbazole BrC1=C(C=CC=C1)N1C2=CC=CC=C2C=2C=CC(=CC12)C1=CC=CC=C1